O=C1NCCC1CN1N=CC=C1 1-[(2-oxopyrrolidin-3-yl)methyl]pyrazol